ethyl 6-(2-{2-azaspiro[3.4]octan-2-yl}ethyl)pyridine-2-carboxylate C1N(CC12CCCC2)CCC2=CC=CC(=N2)C(=O)OCC